(5-((2,3-dichlorophenyl)thio)-4-methoxypyrimidin-2-yl)-1,3-dihydrospiro[indene-2,4'-piperidine] ClC1=C(C=CC=C1Cl)SC=1C(=NC(=NC1)N1CCC2(CC1)CC1=CC=CC=C1C2)OC